((2-((3,5-Dichlorophenyl)amino)-5-hydroxyquinazolin-4-yl)oxy)methyl pivalate C(C(C)(C)C)(=O)OCOC1=NC(=NC2=CC=CC(=C12)O)NC1=CC(=CC(=C1)Cl)Cl